(S)-6-(6-chloro-2-((4-methyl-4-azaspiro[2.4]heptan-5-yl)methoxy)-4-(piperazin-1-yl)quinazolin-7-yl)-5-(trifluoromethyl)pyridin-2-amine ClC=1C=C2C(=NC(=NC2=CC1C1=C(C=CC(=N1)N)C(F)(F)F)OC[C@H]1N(C2(CC2)CC1)C)N1CCNCC1